5-cyano-N-{4-fluoro-3-[5-(pyridin-2-yl)-2H-pyrazolo[3,4-b]pyridin-2-yl]phenyl}furan-2-carboxamide C(#N)C1=CC=C(O1)C(=O)NC1=CC(=C(C=C1)F)N1N=C2N=CC(=CC2=C1)C1=NC=CC=C1